tert-butyl 2-[2-[2-(2-bromoethoxy)-ethoxy]ethoxy]acetate BrCCOCCOCCOCC(=O)OC(C)(C)C